C(C)(C)(C)OC(=O)C1=CC2=C(S1)C=CC(=C2)C(=O)O 2-(tert-Butoxycarbonyl)benzo[b]thiophene-5-carboxylic acid